tricyclohexyl-phosphine telluride C1(CCCCC1)P(C1CCCCC1)(C1CCCCC1)=[Te]